1-((2S,4S)-1-(3-(2-methoxyethoxy)-1H-pyrazolo[3,4-b]pyridin-5-yl)-2-methylpiperidin-4-yl)-1-methyl-3-(1-methyl-2-oxo-5-(trifluoromethyl)-1,2-dihydropyridin-3-yl)urea COCCOC1=NNC2=NC=C(C=C21)N2[C@H](C[C@H](CC2)N(C(=O)NC=2C(N(C=C(C2)C(F)(F)F)C)=O)C)C